tert-butyl (3R)-4-[1-(2,6-dioxo-3-piperidyl)-6-fluoro-3-methyl-2-oxo-benzimidazol-5-yl]-3-methyl-piperazine-1-carboxylate O=C1NC(CCC1N1C(N(C2=C1C=C(C(=C2)N2[C@@H](CN(CC2)C(=O)OC(C)(C)C)C)F)C)=O)=O